N-(5-cyclopropyl-1H-pyrazol-3-yl)-2-{6-methylimidazo[1,2-a]pyridin-2-yl}propanamide C1(CC1)C1=CC(=NN1)NC(C(C)C=1N=C2N(C=C(C=C2)C)C1)=O